3-(3-(piperidinyl)propyl)-1(3H)-isobenzofuranone N1(CCCCC1)CCCC1OC(C2=CC=CC=C12)=O